methyl 3-(9-((4-(aminomethyl)-2-hydroxyphenyl)carbamoyl)-4,5-dihydrobenzo[b]thieno[2,3-d]oxepin-8-yl)-6-(propylcarbamoyl)picolinate NCC1=CC(=C(C=C1)NC(=O)C1=CC2=C(OCCC3=C2SC=C3)C=C1C=1C(=NC(=CC1)C(NCCC)=O)C(=O)OC)O